COC(=O)C1(CC(C1)O)CNC=1C(=NC=C(C1)Br)[N+](=O)[O-] (((5-bromo-2-nitropyridin-3-yl)amino)methyl)-3-hydroxycyclobutanecarboxylic acid methyl ester